(5S,8S,10aR)-5-amino-3-(2-fluoroacetyl)-N-((R)-7-fluorochroman-4-yl)-6-oxodecahydropyrrolo[1,2-a][1,5]diazocine-8-carboxamide hydrochloride Cl.N[C@H]1CN(CC[C@@H]2N(C1=O)[C@@H](CC2)C(=O)N[C@@H]2CCOC1=CC(=CC=C21)F)C(CF)=O